lithium tri-sec.-butylborohydride C(C)(CC)[BH-](C(C)CC)C(C)CC.[Li+]